CC1=C(C=CC(=C1)C)NC(=O)C1=CC(=NC2=CC=CC=C12)C1=NC=CC=C1 N-(2,4-Dimethylphenyl)-2-(pyridin-2-yl)quinoline-4-carboxamide